(4-Acetylpiperazin-1-yl)-N-(3-phenylpropyl)-1H-benzo[d]imidazole-1-carboxamide C(C)(=O)N1CCN(CC1)C1=NC2=C(N1C(=O)NCCCC1=CC=CC=C1)C=CC=C2